[Li].C(C)#N acetonitrile, lithium salt